FC(CNC(=O)C1=C(OC2=C1C=C(C=C2)OCC2=CN=C(S2)C)C)(C)C N-(2-fluoro-2-methylpropyl)-2-methyl-5-((2-methylthiazol-5-yl)methoxy)benzofuran-3-carboxamide